NC1=NC=CC=C1C1=NC=2C(=NC(=CC2)C2=CC=CC=C2)N1C1=CC=C(C=C1)C(C)(C)N[C@H]1C[C@@H](CC1)C(=O)O (1R,3R)-3-((2-(4-(2-(2-aminopyridin-3-yl)-5-phenyl-3H-imidazo[4,5-b]pyridin-3-yl)phenyl)propan-2-yl)amino)cyclopentane-1-carboxylic acid